tert-butyl 4-(3-(1-(2,6-dioxopiperidin-3-yl)-3-methyl-2-oxo-2,3-dihydro-1H-benzo[d]imidazol-4-yl)propoxy)piperidine-1-carboxylate O=C1NC(CCC1N1C(N(C2=C1C=CC=C2CCCOC2CCN(CC2)C(=O)OC(C)(C)C)C)=O)=O